C(CC)NC([C@H](NC1=NC=2C=CC=CC2C=2N1N=C(N2)C2=C(C=CC=C2)OC(F)(F)F)C)=O N-propyl-N2-{2-[2-(trifluoromethoxy)phenyl][1,2,4]triazolo[1,5-c]quinazolin-5-yl}-D-alaninamide